C1=CC=CC=2C3=CC=CC=C3N(C12)C=1C=C(C(C#N)=CC1N1C2=CC=CC=C2C=2C=CC=CC12)C#N 4,5-bis(9H-carbazol-9-yl)phthalonitrile